N-((3R,4S)-3-(pyrrolidin-1-yl)chroman-4-yl)-2-(trifluoromethyl)-1-((2-(trimethylsilyl)ethoxy)methyl)-1H-pyrrolo[3,2-c]pyridin-4-amine N1(CCCC1)[C@H]1COC2=CC=CC=C2[C@@H]1NC1=NC=CC2=C1C=C(N2COCC[Si](C)(C)C)C(F)(F)F